C(C)(C)(C)OC(=O)N1CCC(CC1)(CCC1=CC=CC=C1)C(N(C)C)=O 4-(dimethylcarbamoyl)-4-phenethylpiperidine-1-carboxylic acid tert-butyl ester